FC=1C=C(C=CC1F)N1[C@@H](CCC1=O)C1=NC2=C(N1C1CC(C1)C(=O)O)C=CC(=C2)C=2C(=NOC2C)C (S)-3-(2-(1-(3,4-difluorophenyl)-5-oxopyrrolidin-2-yl)-5-(3,5-dimethylisoxazol-4-yl)-1H-benzo[d]imidazol-1-yl)cyclobutanecarboxylic acid